N1C=CC2=CC=C(C=C12)/C=C/C(=O)OC Methyl (E)-3-(1H-indol-6-yl)acrylate